tert-butyl (6-bromo-2,3-dihydrobenzofuran-3-yl)(methyl)carbamate BrC1=CC2=C(C(CO2)N(C(OC(C)(C)C)=O)C)C=C1